o-[5-methyl-6-(2-vinyl-4-pyridyl)-6,7,8,9-tetrahydro-5H-1,2,6,9-tetraazafluoren-3-yl]phenol CC1C=2C=3C=C(N=NC3NC2CCN1C1=CC(=NC=C1)C=C)C1=C(C=CC=C1)O